Cl.N1(CCOCC1)S(=O)(=O)NC1=CC2=C(N=C(S2)NC(=O)C2CCNCC2)C=C1 N-(6-(morpholine-4-sulfonylamino)benzo[d]thiazol-2-yl)piperidine-4-carboxamide hydrochloride